3-benzyl-5-methylthiazol-2(3H)-imine C(C1=CC=CC=C1)N1C(SC(=C1)C)=N